11'-[1,4-phenylenebis-(methylene)]-bis-1,4,7,11-tetraazacyclotetradecane C1(=CC=C(C=C1)CN1CCNCCNCCCNCCC1)CN1CCNCCNCCCNCCC1